CC1=NOC(=C1)C1=CC=C(O1)S(=O)(=O)N1CCN(CC1)C[C@H](C)NC1=NC=NC2=C(C=CC=C12)C(F)(F)F N-[(2S)-1-(4-{[5-(3-methyl-1,2-oxazol-5-yl)furan-2-yl]sulfonyl}piperazin-1-yl)propan-2-yl]-8-(trifluoromethyl)quinazolin-4-amine